C(C)(C)(C)OC(=O)NCCNC(=O)NCCOCCOCCOCCOCCOCCOCCOCCOCCOCCOCCOCCOCCC(=O)O 1-{[(2-{[(tert-butoxy)carbonyl]amino}ethyl)carbamoyl]amino}-3,6,9,12,15,18,21,24,27,30,33,36-dodecaoxanonatriacontan-39-oic acid